OCN1C=[N+](C=C1)CO 1,3-bis-hydroxymethyl-imidazolium